BrC=1C(=C(N)C=C(C1)F)C 3-bromo-5-fluoro-2-methylaniline